FC(C(=O)[Si])(Br)F α,α-difluoro-α-bromoacetyl-silicon